(+/-)-Trans-cyclohexanediamine C1(CCCCC1)(N)N